O1CCN(CC1)C1(CCCCCC1)CN1CC=NC2=CC=CC=C12 N-((1-morpholinocycloheptyl)methyl)quinoxaline